(Difluoromethyl)-N-(7-fluoro-1,1,3-trimethyl-2,3-dihydro-1H-inden-4-yl)-1-methyl-1H-pyrazole-4-carboxamide FC(F)C1=NN(C=C1C(=O)NC1=C2C(CC(C2=C(C=C1)F)(C)C)C)C